N-(4-(6-(Bis(9,9-dimethyl-9H-fluoren-2-yl)amino)-1,3,3-trimethyl-2,3-dihydro-1H-inden-1-yl)phenyl)-N-(9,9-dimethyl-9H-fluoren-2-yl)-9,9-dimethyl-9H-fluoren-2-amin CC1(C2=CC=CC=C2C=2C=CC(=CC12)N(C1=CC=C2C(CC(C2=C1)(C)C1=CC=C(C=C1)N(C1=CC=2C(C3=CC=CC=C3C2C=C1)(C)C)C1=CC=2C(C3=CC=CC=C3C2C=C1)(C)C)(C)C)C1=CC=2C(C3=CC=CC=C3C2C=C1)(C)C)C